5-Chloro-4-(((3S,4S)-3-(dimethylamino)-1-((3-(trifluoromethyl)phenyl)sulfonyl)-piperidin-4-yl)amino)-2-fluoro-N-(pyrimidin-4-yl)benzenesulfonamide Formate C(=O)O.ClC=1C(=CC(=C(C1)S(=O)(=O)NC1=NC=NC=C1)F)N[C@@H]1[C@H](CN(CC1)S(=O)(=O)C1=CC(=CC=C1)C(F)(F)F)N(C)C